BrC=1C=CC2=C(C(=C(S2)CBr)F)C1 5-bromo-2-(bromomethyl)-3-fluoro-1-benzothiophene